FC1=C(C=CC=C1F)CN1CCCC1=O 1-[(2,3-difluorophenyl)methyl]-5-oxo-pyrrolidin